FC(C1=C(C=CC=C1)S(=O)(=O)N1CC2(C1)CN(C2)C=O)(F)F [2-[2-(trifluoromethyl)phenyl]sulfonyl-2,6-diazaspiro[3.3]heptan-6-yl]methanone